5-[[5-amino-3-(3-chloro-4-cyano-anilino)-1,2,4-triazol-1-yl]sulfonyl]-naphthalene-2-carbonitrile NC1=NC(=NN1S(=O)(=O)C1=C2C=CC(=CC2=CC=C1)C#N)NC1=CC(=C(C=C1)C#N)Cl